tert-butyl 1-(3-((benzyloxy) carbonyl)-3-ethyl-2-hydroxypentyl)-6,6-difluorotetrahydro-1H-pyrrolo[3,2-c]isoxazole-4(5H)-carboxylate C(C1=CC=CC=C1)OC(=O)C(C(CN1OCC2C1C(CN2C(=O)OC(C)(C)C)(F)F)O)(CC)CC